CN([C@@H](COCCCCCCCC\C=C/C\C=C/CCCCC)COCCCCCCCC)C R-N,N-dimethyl-1-[(9Z,12Z)-octadeca-9,12-dien-1-yloxy]-3-{octyloxy}propan-2-amine